(4-((5,5-dimethyl-5,6,7,8-tetrahydronaphthalen-2-yl)amino)cyclohexyl)carbamic acid tert-butyl ester C(C)(C)(C)OC(NC1CCC(CC1)NC1=CC=2CCCC(C2C=C1)(C)C)=O